S1CCC(CC1)=O tetrahydro-4H-thiopyran-4-one